FC(C(C(=O)O)(C)C)(F)F 3,3,3-trifluoro-2,2-dimethyl-propanoic acid